NC(CC(=O)OC)CC1=C(C=CC(=C1)Br)[N+](=O)[O-] methyl 3-amino-4-(5-bromo-2-nitrophenyl)butanoate